C(C)OC(=O)C1(C(C(C2(C1)C(C=CC=1OCOCC12)=O)(C=C)C)C1=CC=C(C=C1)OC)C(=O)O p-methoxyphenyl-2'-methyl-2'-vinyl-6-oxo-6H-spiro(benzo[d][1,3]dioxine-5,1'-cyclopentane)-4',4'-dicarboxylic acid ethyl ester